tert-butyl (2S,6S)-4-{7-[6-(methoxymethoxy)-2,7-dimethylindazol-5-yl]-4-methyl-1,8-naphthyridin-3-yl}-2,6-dimethylpiperazine-1-carboxylate COCOC=1C(=CC2=CN(N=C2C1C)C)C1=CC=C2C(=C(C=NC2=N1)N1C[C@@H](N([C@H](C1)C)C(=O)OC(C)(C)C)C)C